C12C3C(C(C=C1)C2)C(=O)OC3=O endo-bicyclo-[2.2.1]-5-heptene-2,3-dicarboxylic anhydride